3-{4-chloro-7-methyl-7H-pyrrolo[2,3-d]Pyrimidin-6-yl}-2,4-dimethylpyridine ClC=1C2=C(N=CN1)N(C(=C2)C=2C(=NC=CC2C)C)C